C(=O)O.N[C@@H]1COCC[C@H]1C1=C(C=2N=C(N=C(C2S1)NCC=1OC=CC1)Cl)Cl 6-((3s,4r)-3-aminotetrahydro-2H-pyran-4-yl)-2,7-dichloro-N-(furan-2-ylmethyl)thieno[3,2-d]pyrimidine-4-amine formate salt